(S)-N-(6-(difluoromethoxy)-4-oxo-1,2,3,4-tetrahydronaphthalen-1-yl)-4-(trifluoromethoxy)benzenesulfonamide FC(OC=1C=C2C(CC[C@@H](C2=CC1)NS(=O)(=O)C1=CC=C(C=C1)OC(F)(F)F)=O)F